C(C)(C)(C)OC(=O)N(CCC[C@@H](CC(=O)O)NC(C1=CC(=CC=C1)C1=NOC(=N1)C)=O)C |r| rac-(3S)-6-[tert-butoxycarbonyl(methyl)amino]-3-[[3-(5-methyl-1,2,4-oxadiazol-3-yl)benzoyl]amino]hexanoic acid